BrC1=C(C(=O)N/N=C/N(C)C)C=C(C=C1)F (E)-N'-(2-Bromo-5-fluorobenzoyl)-N,N-dimethylformohydrazonamide